OCC(C)(C)NC(=O)C=1C=2C[C@@H]3[C@H](C2N(N1)C1=NC(=CN=C1)C#N)C3 (1aR,5aR)-2-(6-Cyano-pyrazin-2-yl)-1a,2,5,5a-tetrahydro-1H-2,3-diaza-cyclopropa[a]pentalene-4-carboxylic Acid (2-Hydroxy-1,1-dimethyl-ethyl)-amide